C(C)(=O)O.N1=C(C=CC=C1C)C lutidine acetate